2-{[(5-chlorothien-3-yl)carbamoyl]amino}-2-ethylbutanoic acid ClC1=CC(=CS1)NC(=O)NC(C(=O)O)(CC)CC